N-ethyl-N-methyl-3-[2-(m-tolyl)ethynyl]-6,8-dihydro-5H-[1,2,4]triazolo[4,3-a]pyrazine-7-carboxamide C(C)N(C(=O)N1CC=2N(CC1)C(=NN2)C#CC=2C=C(C=CC2)C)C